(6-nitro-3-pyridinyl)piperidin-3-amine [N+](=O)([O-])C1=CC=C(C=N1)N1CC(CCC1)N